(S)-(3-(1-amino-1,3-dihydrospiro[inden-2,4'-piperidin]-1'-yl)-6-(pyridin-4-ylsulfanyl)pyrazin-2-yl)methanol N[C@@H]1C2=CC=CC=C2CC12CCN(CC2)C=2C(=NC(=CN2)SC2=CC=NC=C2)CO